FC(C(=O)O)(F)F.FC1(CN(CC2=CN3C(=C(N=C3N=C12)C1=NC(=NN1)C(F)(F)F)C1=CN=CN1)C)F 13,13-Difluoro-6-(1H-imidazol-5-yl)-11-methyl-5-[3-(trifluoromethyl)-1H-1,2,4-triazol-5-yl]-2,4,7,11-tetraazatricyclo[7.4.0.03,7]tridec-1,3,5,8-tetraene, trifluoroacetate salt